COC1=CC=C(C=C1)CN(C1=C(C=C(C=N1)O)F)CC1=CC=C(C=C1)OC 6-[bis[(4-methoxyphenyl)methyl]amino]-5-fluoro-pyridin-3-ol